2-(2-(2-ethoxyphenyl)-5-methyl-4-oxo-7-propylimidazo[5,1-f][1,2,4]triazine-1(4H)-yl)acetic acid C(C)OC1=C(C=CC=C1)C=1N(N2C(C(N1)=O)=C(N=C2CCC)C)CC(=O)O